3,4,5-trifluorobenzylamine FC=1C=C(CN)C=C(C1F)F